(2R)-1-((tert-butoxy(2-((tert-butoxycarbonyl)amino)ethoxy)phosphoryl)oxy)-3-(((E)-octadec-2-en-1-yl)oxy)propan-2-yl (4Z,7Z,10Z,13Z,16Z,19Z)-docosa-4,7,10,13,16,19-hexaenoate C(CC\C=C/C\C=C/C\C=C/C\C=C/C\C=C/C\C=C/CC)(=O)O[C@@H](COP(=O)(OCCNC(=O)OC(C)(C)C)OC(C)(C)C)COC\C=C\CCCCCCCCCCCCCCC